[Cu].[Bi].[Ag].[Sn] tin-silver-bismuth-copper